FC=1C=C(NC=2OC[C@](CN2)(F)CO)C=C(C1OC1=C2C(=NC=C1)NC=C2C2=CC=C(C=C2)C(F)(F)F)F |r| (+/-)-{2-[3,5-difluoro-4-({3-[4-(trifluoromethyl)phenyl]-1H-pyrrolo[2,3-b]pyridin-4-yl}oxy)anilino]-5-fluoro-5,6-dihydro-4H-1,3-oxazin-5-yl}methanol